FC1=C(C(=O)O)C(=CC=C1)C 2-fluoro-6-methyl-benzoic acid